((2S,4r)-1-((S)-2-(1-fluorocyclopropane-1-carboxamido)-3,3-dimethylpyrrolidin-2-yl)methyl)-4-hydroxypyrrolidin FC1(CC1)C(=O)N[C@]1(NCCC1(C)C)CN1CCC(C1)O